(racemic)-trans-3-amino-4-(3-boronopropyl)-1-(N-(2-guanidinoethyl)sulfamoyl)pyrrolidine-3-carboxylic acid, 2,2,2-trifluoroacetic acid salt FC(C(=O)O)(F)F.N[C@@]1(CN(C[C@H]1CCCB(O)O)S(NCCNC(=N)N)(=O)=O)C(=O)O |r|